FC1=C(C=CC(=C1)F)C1=CC(=C(C=C1)OC)NC1=NC=NC2=CC(=C(C=C12)O[C@H]1[C@@H](CN(CC1)C(C=C)=O)F)OC 1-(trans-4-((4-((2',4'-difluoro-4-methoxy-[1,1'-biphenyl]-3-yl)amino)-7-methoxy-quinazolin-6-yl)oxy)-3-fluoropiperidin-1-yl)prop-2-en-1-one